ClC1=CC(=C(C=C1)N1CC(N(C2(CC(C2)C(C)(C)O)C1=O)CC1=CC=C(C=C1)C(F)(F)F)=O)F 8-(4-chloro-2-fluorophenyl)-2-(2-hydroxypropan-2-yl)-5-(4-(trifluoromethyl)benzyl)-5,8-diazaspiro[3.5]nonane-6,9-dione